2-(2-amino-6-((3'-hydroxy-[1,1'-biphenyl]-4-yl)amino)-9H-purin-9-yl)-N-(1-ethyl-3-methyl-1H-pyrazol-5-yl)acetamide NC1=NC(=C2N=CN(C2=N1)CC(=O)NC1=CC(=NN1CC)C)NC1=CC=C(C=C1)C1=CC(=CC=C1)O